N-(4-(6-Chloro-3-methyl-1H-pyrazolo[4,3-c]pyridin-1-yl)-2-fluoro-5-methoxyphenyl)methanesulfonamide ClC1=CC2=C(C=N1)C(=NN2C2=CC(=C(C=C2OC)NS(=O)(=O)C)F)C